4-(4-{[3-(3-methoxy-1-methyl-1H-pyrazol-4-yl)morpholin-4-yl]Methyl}phenoxy)benzamide COC1=NN(C=C1C1N(CCOC1)CC1=CC=C(OC2=CC=C(C(=O)N)C=C2)C=C1)C